ClC=1C=C(C=CC1)N[C@@H](CC(C)C)C(=O)N1[C@H]2CC([C@@H]([C@@H]1C(=O)N[C@H](C[C@H]1C(NCC1)=O)C#N)CC2)(F)F (1R,3R,4R)-2-((3-chlorophenyl)-L-leucyl)-N-((R)-1-cyano-2-((S)-2-oxopyrrolidin-3-yl)ethyl)-5,5-difluoro-2-azabicyclo[2.2.2]octane-3-carboxamide